4-[5-(aminomethyl)pyrimidin-2-yl]-3-[2-methyl-6-(2-oxoazetidin-1-yl)pyrimidin-4-yl]oxybenzonitrile NCC=1C=NC(=NC1)C1=C(C=C(C#N)C=C1)OC1=NC(=NC(=C1)N1C(CC1)=O)C